hydroxydopamin ONCCC1=CC(O)=C(O)C=C1